4-((3-fluoropyridin-2-yl)thio)pyrazolo[1,5-a]pyridine-3-carbonitrile FC=1C(=NC=CC1)SC=1C=2N(C=CC1)N=CC2C#N